3-(3-(3-Ethoxy-3-oxopropyl)phenyl)-2-oxopropyl 3-((6-fluoro-4-(methylthio)-1-tosyl-1H-indol-5-yl)oxy)benzoate FC1=C(C(=C2C=CN(C2=C1)S(=O)(=O)C1=CC=C(C)C=C1)SC)OC=1C=C(C(=O)OCC(CC2=CC(=CC=C2)CCC(=O)OCC)=O)C=CC1